(2S)-5-[bis[2-(t-butoxycarbonylamino)ethyl]amino]-2-(t-butoxycarbonylamino)-5-oxo-pentanoic acid C(C)(C)(C)OC(=O)NCCN(C(CC[C@@H](C(=O)O)NC(=O)OC(C)(C)C)=O)CCNC(=O)OC(C)(C)C